5-methyl-2-(p-fluorophenyl)-2,4-dihydropyrazol-3-one CC=1CC(N(N1)C1=CC=C(C=C1)F)=O